COCC1=CC(=NN1C1=CC(=NC(=N1)OCCC=1C=NN(C1)C)N1CCOCC1)C1=CC=CC=C1 4-(6-(5-(methoxymethyl)-3-phenyl-1H-pyrazol-1-yl)-2-(2-(1-methyl-1H-pyrazol-4-yl)ethoxy)pyrimidin-4-yl)morpholine